3-[3-[4-[5-[tert-butyl(dimethyl)silyl]oxy-1-tetrahydropyran-2-yl-indazol-3-yl]triazol-2-yl]propoxy]propyl methanesulfonate CS(=O)(=O)OCCCOCCCN1N=CC(=N1)C1=NN(C2=CC=C(C=C12)O[Si](C)(C)C(C)(C)C)C1OCCCC1